3-methyl-7-((4-(5-methyl-3-(methylamino)imidazo[1,5-a]pyridin-6-yl)piperazin-1-yl)methyl)-4-thioxo-3,4-dihydroquinazolin-2(1H)-one CN1C(NC2=CC(=CC=C2C1=S)CN1CCN(CC1)C=1C=CC=2N(C1C)C(=NC2)NC)=O